CC(C(CNC(OC(C)(C)C)=O)NC=1C=C(C2=C(N=C(N=C2)NC2=CC=C(C=C2)N2CCN(CC2)C)N1)C#C[Si](C(C)C)(C(C)C)C(C)C)C tert-butyl N-{3-methyl-2-[(2-{[4-(4-methylpiperazin-1-yl)phenyl]amino}-5-[2-(triisopropylsilyl)ethynyl]pyrido[2,3-d]pyrimidin-7-yl)amino]butyl}carbamate